4-[2-ethoxyethyl-[4-(5,6,7,8-tetrahydro-1,8-naphthyridin-2-yl)butyl]amino]-2-[[4-(trifluoromethyl)tetrahydropyran-4-carbonyl]amino]butanoic acid C(C)OCCN(CCC(C(=O)O)NC(=O)C1(CCOCC1)C(F)(F)F)CCCCC1=NC=2NCCCC2C=C1